C(C)N[Si](C)(C(C)CC)NCC bis(ethylamino)sec-butylmethylsilane